N-(5-(4-bromophenyl)thiazol-2-yl)-4-fluoro-2-((1-methylethyl)sulfonamido)benzamide BrC1=CC=C(C=C1)C1=CN=C(S1)NC(C1=C(C=C(C=C1)F)NS(=O)(=O)C(C)C)=O